2,6-Bis-[3,5-dimethyl-4-hydroxyphenyl-methyl]-4-ethylphenol CC=1C=C(C=C(C1O)C)CC1=C(C(=CC(=C1)CC)CC1=CC(=C(C(=C1)C)O)C)O